3-(6,7-dihydro-5H-pyrrolo[1,2-a]imidazol-2-yl)-4-fluoro-N-methylbenzenesulfonamide N1=C2N(C=C1C=1C=C(C=CC1F)S(=O)(=O)NC)CCC2